ClC(Cl)(Cl)OC(=O)N1C(CCC1)C(=O)[O-] (trichloromethyl)pyrrolidine-1,2-dicarboxylate